6-(3-Bromo-1-(3-chloropyridin-2-yl)-1H-pyrazol-5-carboxamido)-N-(1-cyanocyclopropyl)-5-methylpyrazolo[1,5-a]pyridin-7-carboxamid BrC1=NN(C(=C1)C(=O)NC=1C(=CC=2N(C1C(=O)NC1(CC1)C#N)N=CC2)C)C2=NC=CC=C2Cl